C(C1=CC=CC=C1)N1N=CC(=C1)C=1C(=NC(=CC1)N1CC2=C(C=CC=C2CC1)C(NC=1SC2=C(N1)C=CC(=C2)OC)=O)C(=O)O 3-(1-benzyl-1H-pyrazol-4-yl)-6-{8-[(6-methoxy-1,3-benzothiazol-2-yl)carbamoyl]-3,4-dihydroisoquinolin-2(1H)-yl}pyridine-2-carboxylic acid